(3S,4R,5R)-4-(benzyloxy)-5-((benzyloxy)methyl)-3-chloro-3-fluorodihydrofuran-2(3H)-one C(C1=CC=CC=C1)O[C@H]1[C@](C(O[C@@H]1COCC1=CC=CC=C1)=O)(F)Cl